1-[3-(cyclopentyloxy)-4-phenoxyphenyl]-3-phenylurea C1(CCCC1)OC=1C=C(C=CC1OC1=CC=CC=C1)NC(=O)NC1=CC=CC=C1